2-(1-(allyloxy)ethyl)-4-bromo-1-iodobenzene C(C=C)OC(C)C1=C(C=CC(=C1)Br)I